C(C)(=O)C=1C(=NC=CN1)C(C)NC(C1=CC(=CC(=C1)C(F)(F)F)C(F)(F)F)=O N-[1-(3-acetylpyrazin-2-yl)ethyl]-3,5-bis(trifluoromethyl)benzamide